C(CCCCOCCN1C(C2=CC=CC=C2C1=O)=O)OCCN1C(C2=CC=CC=C2C1=O)=O 2,2'-((Pentane-1,5-diylbis(oxy))bis(ethane-2,1-diyl))bis(isoindoline-1,3-dione)